N1N=CC(=C1)CCNC1=NC(=NC(=C1C)C)C(=O)N[C@H](C)C1=NC=CC=C1Cl (R)-4-((2-(1H-pyrazol-4-yl)ethyl)amino)-N-(1-(3-chloropyridin-2-yl)ethyl)-5,6-dimethylpyrimidine-2-carboxamide